N-((5-((azetidin-3-ylmethyl)thio)pyrazolo[1,5-c]quinazolin-2-yl)methyl)-2-(trifluoromethoxy)benzamide N1CC(C1)CSC1=NC=2C=CC=CC2C=2N1N=C(C2)CNC(C2=C(C=CC=C2)OC(F)(F)F)=O